NC1=NC=2C=C(C=CC2C2=C1N=C(N2CC(C)(C)O)COCC)CC2=CC=C(C=C2)CC(=O)N (4-((4-amino-2-(ethoxymethyl)-1-(2-hydroxy-2-methylpropyl)-1H-imidazo[4,5-c]quinolin-7-yl)methyl)phenyl)acetamide